methyl 3-(azidomethyl)-2,6-difluorobenzoate N(=[N+]=[N-])CC=1C(=C(C(=O)OC)C(=CC1)F)F